tert-butyl 2-(3-oxopropyl)piperidine-1-carboxylate O=CCCC1N(CCCC1)C(=O)OC(C)(C)C